C(CCCCCCC)(=O)O.C(C(C)O)O Propyleneglycol monocaprylate